N-(4-((6-methyl-2-(pyrrolidin-1-yl)pyrimidin-4-yl)amino)phenyl)-2-(1H-pyrrolo[2,3-b]pyridin-3-yl)acetamide CC1=CC(=NC(=N1)N1CCCC1)NC1=CC=C(C=C1)NC(CC1=CNC2=NC=CC=C21)=O